N-tert-butyl-2-{methyl[2-(4-methylpyridin-2-yl)-5H,6H,7H-cyclopenta[b]pyridin-4-yl]amino}acetamide C(C)(C)(C)NC(CN(C1=C2C(=NC(=C1)C1=NC=CC(=C1)C)CCC2)C)=O